CN(C(OC1=CC=C2C(=C(C(OC2=C1)=O)CC1=C(C(=CC=C1)NS(NC)(=O)=O)F)CN(CC#C)C)=O)C 3-(2-fluoro-3-((N-methylsulfamoyl)amino)benzyl)-4-((methyl(prop-2-yn-1-yl)amino)methyl)-2-oxo-2H-chromen-7-yl dimethylcarbamate